(+-)-trans-4-(1-((5-methoxy-7-methyl-1H-indol-4-yl)methyl)-4-(sulfamoylamino)piperidin-2-yl)benzoic acid COC=1C(=C2C=CNC2=C(C1)C)CN1[C@H](C[C@@H](CC1)NS(N)(=O)=O)C1=CC=C(C(=O)O)C=C1 |r|